imidazolium hydrochloride chloride salt [Cl-].Cl.N1C=[NH+]C=C1